(R)-(S)-2-hydroxy-2-phenylacetic acid-1-methylpiperidin-3-yl ester CN1C[C@H](CCC1)OC([C@@H](C1=CC=CC=C1)O)=O